(R)-N-(3-cyano-4-fluorophenyl)-1-methyl-5-(2-oxo-2-((1,1,1-trifluoroprop-2-yl)amino)acetyl)-1H-pyrrole-3-carboxamide C(#N)C=1C=C(C=CC1F)NC(=O)C1=CN(C(=C1)C(C(N[C@@H](C(F)(F)F)C)=O)=O)C